N-methyl-1-propyl-1,4,9-triazaspiro[5.5]undecane-9-carboxamide CNC(=O)N1CCC2(CNCCN2CCC)CC1